ClC=1C(NC(=NC1)CO)=O 5-chloro-2-(hydroxymethyl)-3H-pyrimidin-4-one